3-((7-(3-(3,3-difluoropyrrolidine-1-carbonyl)-4-methyl-6-(trifluoromethyl)pyridin-2-yl)thieno[3,2-b]pyridin-2-yl)methyl)-6,6-dimethyl-3-azabicyclo[3.1.0]hexane-2,4-dione FC1(CN(CC1)C(=O)C=1C(=NC(=CC1C)C(F)(F)F)C1=C2C(=NC=C1)C=C(S2)CN2C(C1C(C1C2=O)(C)C)=O)F